(4-((4-phenethyl-4-(tetrahydrofuran-2-yl)piperidin-1-yl)methyl)phenyl)acetamide C(CC1=CC=CC=C1)C1(CCN(CC1)CC1=CC=C(C=C1)CC(=O)N)C1OCCC1